CS(=O)(=O)O.CS(=O)(=O)O.FC1=CC=C(C=C1)[C@H]1[C@@H](C1)NCCC[C@@H](C(=O)N1CCN(CC1)C)NC(C1=CC=C(C=C1)N1N=NC=C1)=O N-[(2S)-5-{[(1R,2S)-2-(4-fluorophenyl)cyclopropyl]amino}-1-(4-methylpiperazin-1-yl)-1-oxopent-2-yl]-4-(1H-1,2,3-triazol-1-yl)benzamide, bis-methanesulfonate salt